IC=1C=C2C=CN=CC2=CC1OC(C)C 6-iodo-7-isopropoxyisoquinoline